C(C1=CC=CC=C1)OC1=C(C(=CC(=C1)CCC)OCC1=CC=CC=C1)C1=C2CC(N(C2=C(C=C1)F)CC)=O 4-(2,6-Bis(benzyloxy)-4-propylphenyl)-1-ethyl-7-fluoroindolin-2-one